(((2R,7aS)-2-fluorotetrahydro-1H-pyrrolizin-7a(5H)-yl)methoxy)-7-(5,6,7,8-tetrahydronaphthalen-1-yl)quinoline-3-acetonitrile F[C@@H]1C[C@@]2(CCCN2C1)COC1=NC2=CC(=CC=C2C=C1CC#N)C1=CC=CC=2CCCCC12